Cl.CNCCNC(OCC1C2=CC=CC=C2C=2C=CC=CC12)=O (9H-fluoren-9-yl)methyl N-(2-(methylamino)ethyl)carbamate hydrochloride